1-ethyl-N-((S)-((1r,4S)-4-fluorocyclohexyl)(5-((S)-2-methoxy-1-((S)-2-oxo-4-(trifluoromethyl)imidazolidin-1-yl)ethyl)benzo[d]oxazol-2-yl)methyl)-1H-pyrazole-5-carboxamide C(C)N1N=CC=C1C(=O)N[C@H](C=1OC2=C(N1)C=C(C=C2)[C@@H](COC)N2C(N[C@@H](C2)C(F)(F)F)=O)C2CCC(CC2)F